(R)-1-(3-(hydroxymethyl)-7-(4-(trifluoromethyl)phenyl)-3,4-dihydroisoquinolin-2(1H)-yl)prop-2-En-1-one OC[C@@H]1N(CC2=CC(=CC=C2C1)C1=CC=C(C=C1)C(F)(F)F)C(C=C)=O